2,4'-methylene diisocyanate C(N=C=O)N=C=O